4'-(tert-butyl)-5-((4'-(tert-butyl)-6-hydroxy-[1,1'-biphenyl]-3-yl)but-1,3-diyn-1-yl)-5-hydroxy-[1,1'-biphenyl]-2(5H)-one C(C)(C)(C)C1=CC=C(C=C1)C=1C(C=CC(C1)(O)C#CC#CC=1C=C(C(=CC1)O)C1=CC=C(C=C1)C(C)(C)C)=O